ethyl 5,7-dimethylimidazo[1,2-a]pyridine-2-carboxylate CC1=CC(=CC=2N1C=C(N2)C(=O)OCC)C